2,5-Dimethyl-tetrazolium bromide [Br-].CN1[NH+]=C(N=N1)C